COC1=NC2=C(C=CC=C2C=C1)CCNC1=CC(=NC=N1)C1=CC(=C(S1)C(=O)O)C(F)(F)F 5-{6-[2-(2-Methoxy-quinolin-8-yl)-ethylamino]-pyrimidin-4-yl}-3-trifluoromethyl-thiophene-2-carboxylic Acid